N(C1=CC=CC=C1)C1=NC(=NC=C1C)NC=1C=C(C(=C(C1)CC(C)O)Br)Cl [5-[(4-anilino-5-methyl-pyrimidin-2-yl)amino]-2-bromo-3-chloro-phenyl]propan-2-ol